6-bromo-2,5,7,8-tetramethylquinoline BrC=1C(=C2C=CC(=NC2=C(C1C)C)C)C